NCC=1C=C(C=CC1)C=1N=C(C(=NC1CO)SC1=C(C(=NC=C1)C#N)Cl)C 4-((5-(3-(aminomethyl)phenyl)-6-(hydroxymethyl)-3-methylpyrazin-2-yl)thio)-3-chlorocyanopyridine